9-(4-aminophenoxy)-10-(4-aminophenyl)anthracene [3-[2-[methyl(propan-2-yl)amino]ethyl]-1H-indol-4-yl]acetate CN(CCC1=CNC2=CC=CC(=C12)CC(=O)O)C(C)C.NC1=CC=C(OC=2C3=CC=CC=C3C(=C3C=CC=CC23)C2=CC=C(C=C2)N)C=C1